2-((5-cyclopropylpyrimidin-2-yl)amino)-4-((3,3-difluoropropyl)(4-(5,6,7,8-tetrahydro-1,8-naphthyridin-2-yl)butyl)amino)butanoic acid C1(CC1)C=1C=NC(=NC1)NC(C(=O)O)CCN(CCCCC1=NC=2NCCCC2C=C1)CCC(F)F